C(N)(OC(COC1=CC(=NC=C1)N1CCN(CC1)C1=NC=C(C=N1)C(F)(F)F)CC(C)(C)C)=O tert-butyl-(1-((2-(4-(5-(trifluoromethyl) pyrimidin-2-yl) piperazin-1-yl) pyridin-4-yl) oxy) propan-2-yl) carbamate